[C@H]12CN(C[C@H](CC1)N2)C2=NC(=NC1=C(C(=CC=C21)C=2C=C(N)C=C(C2C2CC2)F)F)OC[C@]21CCCN1C[C@@H](C2)F 3-(4-((1R,5S)-3,8-diazabicyclo[3.2.1]octan-3-yl)-8-fluoro-2-(((2R,7aS)-2-fluorotetrahydro-1H-pyrrolizin-7a(5H)-yl)methoxy)quinazolin-7-yl)-4-cyclopropyl-5-fluoroaniline